6-chloro[1,2,4]triazolo[4,3-b]pyridazine ClC=1C=CC=2N(N1)C=NN2